COC=1C=C(CN(C2=CC=C(C=C2)OCCOCCN2CCOCC2)CC2=CC=C(C=C2)N2CCOCC2)C=CC1 N-(3-methoxybenzyl)-N-(4-morpholinobenzyl)-4-(2-(2-morpholinoethoxy)ethoxy)aniline